[Cl-].[Cl-].C(C(C)C)C(CC(C)C)=[Zr+2](C1=C(C(=CC=2C3=CC(=C(C=C3CC12)C1=CC=CC2=CC=CC=C12)C(C)(C)C)C(C)(C)C)C1=CC=CC2=CC=CC=C12)C1C=CC=C1 diisobutylmethylene(cyclopentadienyl)(2,7-dinaphthyl-3,6-di-tert-butylfluorenyl)zirconium dichloride